ClC1=C(C(=C(C=C1)CN(CC(=O)NO)CC1=C(C(=C(C=C1)Cl)O)F)F)O 2-[bis[(4-chloro-2-fluoro-3-hydroxy-phenyl)-methyl]amino]ethanehydroxamic acid